ClC1=CC2=C(N=CNC2=O)N1C1=CC(=C(C=C1)[C@H]1CO[C@@H](CN1C(=O)OC(C)(C)C)C)C tert-butyl (2R,5S)-5-(4-(6-chloro-4-oxo-3,4-dihydro-7H-pyrrolo[2,3-d]pyrimidin-7-yl)-2-methylphenyl)-2-methylmorpholine-4-carboxylate